C(CCCCCCCCCCCCC)(=O)OC(=O)OOC(=O)OC(CCCCCCCCCCCCC)=O dimyristoylperoxydicarbonate